2-(p-tolyl) pyridinate iridium [Ir].N1=C(C=CC=C1)C(=O)OC1=CC=C(C=C1)C